6-[[(2S)-2-methylpyrrolidin-1-yl]methyl]pyrrolo[3,2-c]pyridazin-3-amine C[C@@H]1N(CCC1)CC1=CC2=NN=C(CC2=N1)N